4-(1-propionyl-indolin-5-yl)-N-(pyrimidin-4-ylmethyl)benzamide C(CC)(=O)N1CCC2=CC(=CC=C12)C1=CC=C(C(=O)NCC2=NC=NC=C2)C=C1